CC1(OB(OC1(C)C)C1=CC=CC2=C1OC1=C2C(=CC=C1)C1=CC=CC=C1)C 4,4,5,5-tetramethyl-2-(9-phenyldibenzo[b,d]furan-4-yl)-1,3,2-dioxaborolane